N-[(1R)-1-[3-(difluoromethyl)-2-fluoro-phenyl]ethyl]-5-(4-methyltetrahydrothiopyran-4-yl)-1H-pyrrolo[3,2-b]pyridine-7-carboxamide FC(C=1C(=C(C=CC1)[C@@H](C)NC(=O)C1=C2C(=NC(=C1)C1(CCSCC1)C)C=CN2)F)F